azetidin-1-yl(3-chloro-4-(6-(1-methylcyclopropoxy)-9-((4-methylpyridin-2-yl)methyl)-9H-purin-8-yl)phenyl)methanone N1(CCC1)C(=O)C1=CC(=C(C=C1)C=1N(C2=NC=NC(=C2N1)OC1(CC1)C)CC1=NC=CC(=C1)C)Cl